BrC=1C(=C2C(=NC=NC2=CC1)NC1=CC(=C(C=C1)CC1=CC2=C(N(C=N2)C)C=C1)C)F 6-bromo-5-fluoro-N-{3-methyl-4-[(1-methyl-1,3-benzodiazol-5-yl)methyl]phenyl}quinazolin-4-amine